((2S,3R,6R)-2,6-Dimethyl-3-(((4-methyl-5-(trifluoromethyl)pyrimidin-2-yl)amino)methyl)morpholino)(6-methyl-[3,3'-bipyridin]-2-yl)methanone C[C@@H]1O[C@@H](CN([C@@H]1CNC1=NC=C(C(=N1)C)C(F)(F)F)C(=O)C1=NC(=CC=C1C=1C=NC=CC1)C)C